COC1=CC(=CN=N1)N1C[C@H]2CC[C@@H](C1)C2NC=2N=C1N(N2)CC[C@@H]1OC1=C(C(=C(C=C1)F)F)F (S)-N-((1R,5S,8s)-3-(6-methoxypyridazin-4-yl)-3-azabicyclo[3.2.1]octan-8-yl)-7-(2,3,4-trifluorophenoxy)-6,7-dihydro-5H-pyrrolo[1,2-b][1,2,4]triazol-2-amine